6-{4-[(morpholin-4-yl)methyl]phenyl}-4-{[(3R)-3-phenylpiperidin-3-yl]amino}pyrido[3,2-d]pyrimidine-8-carboxamide N1(CCOCC1)CC1=CC=C(C=C1)C=1C=C(C=2N=CN=C(C2N1)N[C@@]1(CNCCC1)C1=CC=CC=C1)C(=O)N